tert-butyl 7-bromospiro[benzopyran-3,4'-piperidine]-1'-carboxylate BrC1=CC2=C(CC3(CCN(CC3)C(=O)OC(C)(C)C)CO2)C=C1